FC(C[C@@H]1CN(CCN1)C1=NC=C(C(=N1)OCC)C(=O)NC=1C=C(C=2N(C1)C=C(N2)C)F)F [(3R)-3-(2,2-difluoroethyl)piperazin-1-yl]-4-ethoxy-N-{8-fluoro-2-methylimidazo[1,2-a]pyridin-6-yl}pyrimidine-5-carboxamide